N1=CC(=CC=C1)C=1C=C2C=NNC2=CC1 5-(pyridin-3-yl)-1H-indazole